C1N(CC2C1CNC2)C2=CC=CC=1N(C=NC12)C(=O)NCCCC1=CC=CC=C1 4-(Hexahydropyrrolo[3,4-c]pyrrole-2(1H)-yl)-N-(3-phenylpropyl)-1H-benzo[d]imidazole-1-carboxamide